methyl 5-hydroxy-2-methylbenzofuran-3-carboxylate OC=1C=CC2=C(C(=C(O2)C)C(=O)OC)C1